CC(C(=O)C1=CC=C(C=C1)OC1=CC=C(C=C1)C(C(C)(O)C)=O)(C)O 2-methyl-2-hydroxy-1-[4-[4-(2-methyl-2-hydroxypropionyl)phenoxy]phenyl]-1-propanone